C1(CC1)C#CC1(NC(NC2=CC=CC=C12)=O)C(C)(F)F 4-(cyclopropylethynyl)-4-(1,1-difluoroethyl)-2-oxo-1,2,3,4-tetrahydroquinazolin